1-((2-(trimethylsilyl)ethoxy)methyl)-1H-pyrazolo[4,3-d]Pyrimidine-7-amine C[Si](CCOCN1N=CC=2N=CN=C(C21)N)(C)C